BrC=1C=C(C#N)C=C(C1)N1[C@@H](CCC1)C (R)-3-bromo-5-(2-methylpyrrolidin-1-yl)benzonitrile